COC1=CC=C(CN2C(N(CCC2=O)C=2C=NN3C2N=CC(=C3)N3CCN(CC3)C(=O)OC(C)(C)C)=O)C=C1 tert-butyl 4-(3-(3-(4-methoxybenzyl)-2,4-dioxotetrahydropyrimidin-1(2H)-yl)pyrazolo[1,5-a]pyrimidin-6-yl)piperazine-1-carboxylate